1-(1-([1,1'-biphenyl]-4-yl)ethyl)-4-methyl-1H-pyrazole C1(=CC=C(C=C1)C(C)N1N=CC(=C1)C)C1=CC=CC=C1